C1(=CC=CC=C1)[Se]C1C(NC[C@@H]1CC(F)(F)F)=O (4S)-3-phenylselanyl-4-(2,2,2-trifluoroethyl)pyrrolidin-2-one